Cl.FC(OC1=CC(=NC=C1)NC1=NC=NC=C1)(F)F N-(4-(trifluoromethoxy)pyridin-2-yl)pyrimidin-4-amine hydrochloride